1-((1-(((6-(3-hydroxy-8-iodo-1-naphthoyl)-4-(2-methylazepan-1-yl)-6,7-dihydro-5H-pyrrolo[3,4-d]pyrimidin-2-yl)oxy)methyl)cyclopropyl)methyl)piperidine-4-carbonitrile OC=1C=C(C2=C(C=CC=C2C1)I)C(=O)N1CC=2N=C(N=C(C2C1)N1C(CCCCC1)C)OCC1(CC1)CN1CCC(CC1)C#N